[NH4+].S(=O)(=O)=[N-].S(=O)(=O)=[N-].[NH4+] di(sulfonylamide) ammonium salt